(4-(1-(6-((4-(4-chloro-7,7-dimethyl-5-oxo-5,7-dihydroindolo[1,2-a]quinazolin-10-yl)piperazin-1-yl)methyl)pyridin-3-yl)piperidin-4-yl)-2,6-difluorophenyl)piperidine-2,6-dione ClC=1C=2C(N=C3N(C2C=CC1)C1=CC(=CC=C1C3(C)C)N3CCN(CC3)CC3=CC=C(C=N3)N3CCC(CC3)C3=CC(=C(C(=C3)F)N3C(CCCC3=O)=O)F)=O